2-METHOXY-4-PHENYLPYRIDINE-3-BORONIC ACID COC1=NC=CC(=C1B(O)O)C1=CC=CC=C1